BrC1=CN(C=2N=CN=C(C21)NC(C)C2=NC(=NC=C2)N2CCN(CC2)C(=O)OC(C)(C)C)COCC[Si](C)(C)C Tert-butyl 4-(4-(1-((5-bromo-7-((2-(trimethylsilyl)ethoxy)methyl)-7H-pyrrolo[2,3-d]pyrimidin-4-yl)amino)ethyl)pyrimidin-2-yl)piperazine-1-carboxylate